2-(2-amino-6-(thiazol-4-ylamino)-9H-purin-9-yl)-N-(1-ethyl-3-methyl-1H-pyrazol-5-yl)acetamide NC1=NC(=C2N=CN(C2=N1)CC(=O)NC1=CC(=NN1CC)C)NC=1N=CSC1